FC(OC1=CC(=C(C=C1)C1=C(C=CC=C1)[Li])[Li])(F)F 4-trifluoromethoxy-2,2'-dilithio-1,1'-biphenyl